(2S*,3S*)-4-bromo-5-chloro-6-fluoro-3-hydroxy-2-phenyl-2,3-dihydrobenzofuran-2-carbonitrile BrC1=C(C(=CC2=C1[C@@H]([C@@](O2)(C#N)C2=CC=CC=C2)O)F)Cl |o1:7,8|